bromoisoquinolin-5-amine BrC1=NC=CC=2C(=CC=CC12)N